methionine-chloride N[C@@H](CCSC)C(=O)Cl